C1(CC1)C=1C=C(C=C2C(=NC=NC12)N[C@@H](C)C=1N(N=C(N1)C)C1=NC=NC(=C1)C(F)F)C(F)F 8-cyclopropyl-6-(difluoromethyl)-N-[(1S)-1-[2-[6-(difluoromethyl)pyrimidin-4-yl]-5-methyl-1,2,4-triazol-3-yl]ethyl]quinazolin-4-amine